CC(=C)C1=CC=CC2=CC=CC=C12 1-(1-methylvinyl)naphthalene